BrC1=C2N(C=3C(=C(C=C(C13)NC(OC(C)(C)C)=O)Cl)Cl)CCN(C2=O)CCOC tert-butyl N-(10-bromo-6,7-dichloro-2-(2-methoxy ethyl)-1-oxo-3,4-dihydropyrazino[1,2-a]indol-9-yl)carbamate